N-(4-(2-(2-(4,4-difluoropiperidin-1-yl)-6-methylpyrimidin-4-yl)-2H-1,2,3-triazole-4-yl)-3-(6-azaspiro[2.5]octane-6-yl)phenyl)-2-hydroxyethane-1-sulfonamide FC1(CCN(CC1)C1=NC(=CC(=N1)N1N=CC(=N1)C1=C(C=C(C=C1)NS(=O)(=O)CCO)N1CCC2(CC2)CC1)C)F